ClC1=CC=C2C(=N1)N(N=C2C2=CC=C(C=C2)C(F)(F)F)C2CN(CC2)C(C=C)=O 1-(3-(6-chloro-3-(4-(trifluoro-methyl)phenyl)-1H-pyrazolo[3,4-b]pyridin-1-yl)pyrrolidin-1-yl)-prop-2-en-1-one